COC1CN(C1)C(=O)O[C@@H]1CC[C@H](CC1)C(N(C[C@@H]1CC[C@H](CC1)C1=NC(=C(C=C1)OC)C)C1=NC=CC(=C1)C=1N=C(OC1)C(C)C)=O trans-4-((4-(2-Iso-propyloxazol-4-yl)-pyridine-2-yl)((trans-4-(5-methoxy-6-methylpyridin-2-yl)-cyclohexyl)methyl)-carbamoyl)cyclohexyl 3-methoxyazetidine-1-carboxylate